(2R)-5-(4-ethoxy-2-hydroxy-4-oxobutyl)pyrrolidine-1,2-dicarboxylic acid C(C)OC(CC(CC1CC[C@@H](N1C(=O)O)C(=O)O)O)=O